CO[Si]1(N(CCC1)CCCC)OC 2,2-dimethoxy-1-butyl-1-aza-2-silacyclopentane